Cl.CN([C@@H]1CNCC1)C=1SC2=C(N1)SC(=N2)C2(CC=CC(=C2)O)C=2C=NNC2 5-{methyl[(3S)-pyrrolidin-3-yl]amino[1,3]thiazolo[5,4-d][1,3]thiazol-2-yl}-5-(1H-pyrazol-4-yl)phenol hydrochloride